((3-(4-butoxy-3,5-difluorophenyl)-1,2,4-oxadiazol-5-yl)methyl)acrylic acid C(CCC)OC1=C(C=C(C=C1F)C1=NOC(=N1)CC(C(=O)O)=C)F